C(C=C)N1N(C2=NC(=NC=C2C1=O)NC1=CC=C(C=C1)N1CCOCC1)C1=NC(=CC=C1)OC1CCN(CC1)C 2-allyl-1-(6-((1-methylpiperidin-4-yl)oxy)pyridin-2-yl)-6-((4-morpholinophenyl)amino)-1,2-dihydro-3H-pyrazolo[3,4-d]pyrimidin-3-one